[N+](=O)([O-])C=1C=C(C(=NC1)N)C#CC1=CC=CC=C1 5-nitro-3-(phenylethynyl)pyridin-2-amine